bis(2,3-dicarboxyphenyl)sulfide C(=O)(O)C1=C(C=CC=C1C(=O)O)SC1=C(C(=CC=C1)C(=O)O)C(=O)O